2-(2,6-Dioxopiperidin-3-yl)-4-(((2-(2-Fluorophenyl)oxazol-5-yl)methyl)amino)isoindolin-1,3-dione O=C1NC(CCC1N1C(C2=CC=CC(=C2C1=O)NCC1=CN=C(O1)C1=C(C=CC=C1)F)=O)=O